COC1=CC=C(CN2CC(=C(C(=O)Br)C=C2)O)C=C1 1-(4-methoxybenzyl)-3-hydroxyisonicotinic acid bromide